FC1=C(C=C(C(=C1O)O)OC)C1=NC2=C(N1C1(COC1)C)C=C(C=C2)C(=O)NC=2C=NOC2 2-(2-fluoro-3,4-dihydroxy-5-methoxyphenyl)-N-(isoxazol-4-yl)-1-(3-methyloxetan-3-yl)-1H-benzo[d]imidazole-6-carboxamide